8-chloro-6-nitro-3,4-dihydro-1H-quinolin-2-one ClC=1C=C(C=C2CCC(NC12)=O)[N+](=O)[O-]